N,N-Dibenzyl-2-chloroethan-1-amine C(C1=CC=CC=C1)N(CCCl)CC1=CC=CC=C1